4-(2-methoxyethoxy)phenyl-4,4,5,5-tetramethyl-1,3,2-dioxaborolane COCCOC1=CC=C(C=C1)B1OC(C(O1)(C)C)(C)C